FC(C(=O)O)(F)F.FC1=C(C=CC(=C1)F)S(=O)(=O)NC=1C(=NC=C(C1)C1=CC2=C(N=CN=C2N2CCNCC2)C=N1)OC 2,4-difluoro-N-(2-methoxy-5-(4-(piperazin-1-yl)pyrido[3,4-d]pyrimidin-6-yl)pyridin-3-yl)benzenesulfonamide trifluoroacetate salt